[Br-].C(C=C)O[C@@H]([C@H]1[N@@+]2(C[C@@H]([C@H](C1)CC2)C=C)CC=2C1=CC=CC=C1C=C1C=CC=CC21)C2=CC=NC1=CC=CC=C21 (1S,2S,4S,5R)-2-((R)-(allyloxy)(quinolin-4-yl)methyl)-1-(anthracene-9-ylmethyl)-5-vinyl-quinuclidin-1-ium bromide